C(C)(C)(C)OC(=O)N1CC2CN(CC2C1)CCCNC1=CC(=NC2=CC=CC=C12)C1=CC=C(C=C1)OC tert-butyl-5-(3-((2-(4-methoxyphenyl)quinolin-4-yl)amino)propyl)hexahydro-pyrrolo[3,4-c]pyrrole-2(1H)-carboxylate